phenoxy-2-propanone O(C1=CC=CC=C1)CC(C)=O